Ethyl 2-(2-chloro-6-methyl-4-((5-oxo-4-(4-(trifluoromethyl)phenyl)-4,5-dihydro-1H-1,2,4-triazol-1-yl)meth-yl)phenoxy)-2-methylpropionate ClC1=C(OC(C(=O)OCC)(C)C)C(=CC(=C1)CN1N=CN(C1=O)C1=CC=C(C=C1)C(F)(F)F)C